4-ethylenedioxythiophene-vinylbenzenesulfonic acid salt C(=C)C1=C(C=CC=C1)S(=O)(=O)O.C1OC=2C=CSC2OC1